4-{2-[(7-Chlorochinolin-4-yl)amino]ethyl}phenol ClC1=CC=C2C(=CC=NC2=C1)NCCC1=CC=C(C=C1)O